OCCCCC[N+]1(CCCC1)CCC 1-(5-hydroxypentyl)-1-propylpyrrolidin-1-ium